2-({[2-(methoxymethyl)-7-(pyridin-2-yl)naphthalen-1-yl]amino}methyl)prop-2-enenitrile COCC1=C(C2=CC(=CC=C2C=C1)C1=NC=CC=C1)NCC(C#N)=C